2-(azetidin-3-ylmethyl)-4-(3-(3,5-dimethylphenyl)-5H-pyrrolo[2,3-b]pyrazin-5-yl)benzoic Acid N1CC(C1)CC1=C(C(=O)O)C=CC(=C1)N1C=CC=2C1=NC(=CN2)C2=CC(=CC(=C2)C)C